COC1=C(C=CC=C1)C1=NCC2=NN=C(N2C=2SC=3CC(CC3C12)C(=O)N1CCOCC1)C 9-(2-methoxyphenyl)-3-methyl-13-(morpholine-4-carbonyl)-16-thia-2,4,5,8-tetraazatetracyclo[8.6.0.02,6.011,15]hexadeca-1(10),3,5,8,11(15)-pentaene